CC=1N=CSC1CN 1-(4-methyl-1,3-thiazol-5-yl)methan-amine